1-(3-chloro-2-fluoro-phenyl)-N-(2,2-difluoroethyl)-2-methyl-propan-1-amine ClC=1C(=C(C=CC1)C(C(C)C)NCC(F)F)F